C(C)(C)(C)OC(=O)N[C@H](C(=O)N[C@@H]1C[C@@](N(C1)C(=O)OC(C)(C)C)(C(=O)OCC1=CC=CC=C1)CCCCB1OC(C(O1)(C)C)(C)C)CNC(=O)OC(C)(C)C 2-benzyl 1-tert-butyl (2R,4R)-4-[[(2S)-2,3-bis(tert-butoxycarbonylamino)propanoyl]amino]-2-[4-(4,4,5,5-tetramethyl-1,3,2-dioxaborolan-2-yl)butyl]pyrrolidine-1,2-dicarboxylate